1-(3-bromo-2,4-dimethyl-phenyl)pyrazole-4-carboxylic acid BrC=1C(=C(C=CC1C)N1N=CC(=C1)C(=O)O)C